(S)-ethyl 3-amino-3-(4,4'-difluoro-2',5,6'-trimethylbiphenyl-3-yl)propanoate N[C@@H](CC(=O)OCC)C=1C=C(C=C(C1F)C)C1=C(C=C(C=C1C)F)C